Methyl 4-((4-methoxyquinoline-2-carboxamido)methyl)benzoate COC1=CC(=NC2=CC=CC=C12)C(=O)NCC1=CC=C(C(=O)OC)C=C1